BrCC1CCC1 (bromomethyl)-cyclobutane